NCCCCCCCCCC=O 10-amino-[1-decanal]